[3-[(2-Ethoxycarbonyl-4-methyl-pentanoyl)amino]phenyl]methylammonium chloride [Cl-].C(C)OC(=O)C(C(=O)NC=1C=C(C=CC1)C[NH3+])CC(C)C